N-(bis(2-(trimethylsilyl)phenyl)phosphaneyl)-N-phenyl-1,1-bis(4-(tributylsilyl)phenyl)phosphanamine C[Si](C1=C(C=CC=C1)P(N(P(C1=CC=C(C=C1)[Si](CCCC)(CCCC)CCCC)C1=CC=C(C=C1)[Si](CCCC)(CCCC)CCCC)C1=CC=CC=C1)C1=C(C=CC=C1)[Si](C)(C)C)(C)C